N-(1-cyclobutyl-1H-pyrazol-4-yl)-6-(1-methylethoxy)pyridine-2-carboxamide C1(CCC1)N1N=CC(=C1)NC(=O)C1=NC(=CC=C1)OC(C)C